3-(3-(3-hydroxypyrrolidin-1-yl)propyl)isobenzofuran-1(3H)-one hydrochloride Cl.OC1CN(CC1)CCCC1OC(C2=CC=CC=C12)=O